CC1=C(C(=NC=C1)SC)C(=O)O 4-methyl-2-(methylsulfanyl)pyridine-3-carboxylic acid